6-(2-cyanoethyl)-7-(2,3-dichlorophenyl)-8-fluoro-2-methylquinoline-3-carboxylic acid C(#N)CCC=1C=C2C=C(C(=NC2=C(C1C1=C(C(=CC=C1)Cl)Cl)F)C)C(=O)O